N1C=C(C2=CC=CC=C12)CCC1N(CCC2=CC(=C(C=C12)O)O)CC1CCOCC1 1-(2-(1H-indol-3-yl)ethyl)-2-((tetrahydro-2H-pyran-4-yl)methyl)-1,2,3,4-tetrahydroisoquinoline-6,7-diol